The molecule is dicarboxylate anion of trans-2,3-epoxysuccinic acid. It is a dicarboxylic acid dianion, an epoxide and a C4-dicarboxylate. It derives from a succinate(2-). It is a conjugate base of a trans-2,3-epoxysuccinic acid. [C@@H]1([C@@H](O1)C(=O)[O-])C(=O)[O-]